ClC1=CN=C2C(=C(C(NC2=C1)=O)[N+]1=CC=CC=C1)C1=C2C=NNC2=C(C=C1)F 7-Chloro-4-(7-fluoro-1H-indazol-4-yl)-3-pyridin-1-ium-1-yl-1H-1,5-naphthyridin-2-one